C(C)(=O)O[C@H]1[C@@H](O[C@@H]([C@H]([C@@H]1OC(C)=O)OC(C)=O)C(=O)OCC)OC1=C(C=CC2=C1C[C@H]1CCCN([C@@H]1C2)CCC)OCC2=CC=CC=C2 (2S,3R,4S,5S,6S)-2-(((4aR,10aR)-7-(benzyloxy)-1-propyl-1,2,3,4,4a,5,10,10a-octahydrobenzo[g]quinolin-6-yl)oxy)-6-(ethoxycarbonyl)tetrahydro-2H-pyran-3,4,5-triyl triacetate